2-ethyl-9,10-bis(n-butoxycarbonylbutylene)anthracene C(C)C1=CC2=C(C3=CC=CC=C3C(=C2C=C1)CCCCC(=O)OCCCC)CCCCC(=O)OCCCC